(S)-6-(1-(5-(3-(difluoromethyl)-1-ethyl-1H-pyrazol-4-yl)-7-(2-(ethyl(methyl)amino)ethyl)-1-oxo-3,4-dihydroisoquinolin-2(1H)-yl)ethyl)-4-ethoxynicotinonitrile FC(C1=NN(C=C1C1=C2CCN(C(C2=CC(=C1)CCN(C)CC)=O)[C@@H](C)C1=NC=C(C#N)C(=C1)OCC)CC)F